ClC1=NC=C(C(=C1)C1=C(C=NC(=C1)C)C(=O)NC=1SC=2C(=NC=C(N2)C2CC(CC2)=O)N1)OC 2'-chloro-5'-methoxy-6-methyl-N-[6-(3-oxocyclopentyl)-[1,3]thiazolo[4,5-b]pyrazin-2-yl]-[4,4'-bipyridine]-3-carboxamide